C(CCCCC)C(O)C(O)CO Hexylglycerin